CN(C1CN(C1)C1=NC2=C(N1CCC#CC1=CC=CC=C1)C=CC=C2)C (3-(dimethylamino)azetidin-1-yl)-N-(4-phenylbut-3-ynyl)-1H-benzo[d]Imidazole